FC=1C=C(C2=C(N(C=N2)CC2=NC=C(C=C2)F)C1)C#N 6-fluoro-1-((5-fluoro-2-pyridinyl)methyl)-1H-benzimidazole-4-carbonitrile